Nicotinic acid-4-bromo-2-formyl-phenyl ester BrC1=CC(=C(C=C1)OC(C1=CN=CC=C1)=O)C=O